[4-[4-Amino-2-(N-(2-amino-1-methyl-2-oxoethyl)-4-fluoroanilino)thiazol-5-carbonyl]phenoxy]-N-[(4-chlorophenyl)methyl]-2-methylpropanamid NC=1N=C(SC1C(=O)C1=CC=C(OC(C(=O)NCC2=CC=C(C=C2)Cl)(C)C)C=C1)N(C1=CC=C(C=C1)F)C(C(=O)N)C